L-Glutamic acid, disodium salt [Na+].[Na+].N[C@@H](CCC(=O)[O-])C(=O)[O-]